(3-(2-hydroxy-4-(trifluoromethyl)phenyl)-5-(2-hydroxyphenyl)-1H-1,2,4-triazol-1-yl)benzophenone OC1=C(C=CC(=C1)C(F)(F)F)C1=NN(C(=N1)C1=C(C=CC=C1)O)C1=C(C(=O)C2=CC=CC=C2)C=CC=C1